N[C@@H](CC(=O)OCC)C=1C=C(C(=CC1)OC(F)(F)F)C1=C(C=CC=C1)C ethyl (S)-3-amino-3-(2'-methyl-6-(trifluoromethoxy)biphenyl-3-yl)propanoate